CC1=C(C=CC=C1C)C1CCN(CC1)C(CN1N=C(C2=C1CCC2)C(=O)N2CCN(CC2)C(CO)=O)=O 1-(4-(2,3-dimethylphenyl)piperidin-1-yl)-2-(3-(4-(2-hydroxyacetyl)piperazine-1-carbonyl)-5,6-dihydrocyclopenta[c]pyrazol-1(4H)-yl)ethanone